m-hydrazinobenzonitrile N(N)C=1C=C(C#N)C=CC1